2-(2-chlorophenyl)-N-ethyl-7-nitro-2,3-dihydro-4H-1,4-benzoxazine-4-carboxamide ClC1=C(C=CC=C1)C1OC2=C(N(C1)C(=O)NCC)C=CC(=C2)[N+](=O)[O-]